C(C)OP(=O)(OCC)[C@@H](C1=CC2=C(SC(=C2)C(=O)OCC=C)C=C1)F allyl (S)-5-((diethoxyphosphoryl)fluoromethyl)benzo[b]thiophene-2-carboxylate